C(C)(C)(C)OC(=O)N(C(OC(C)(C)C)=O)CC(CCCN(C1=C2CN(C(C2=CC=C1)=O)C1C(NC(CC1)=O)=O)CCCCNC(=O)OC(C)(C)C)(C)C tert-butyl (tert-butoxycarbonyl)(5-((4-((tert-butoxycarbonyl)amino)butyl)(2-(2,6-dioxopiperidin-3-yl)-1-oxoisoindolin-4-yl)amino)-2,2-dimethylpentyl)carbamate